ClC1=CC=CC2=C1N=C(O2)OC2=C(O[C@@H](C(=O)N(C1=C(C=CC=C1)F)C)C)C=CC=C2 (R)-2-{(4-chloro-1,3-benzoxazol-2-yloxy)phenoxy}-2'-fluoro-N-methyl-propionanilide